FC=1C=CC(=C(C1)CN)CN1CCOCC1 (5-fluoro-2-(morpholinomethyl)phenyl)methylamine